1-[2-[4-(N-Boc-N-methylamino)-1-piperidinyl]ethyl]-3-iodo-pyrazolo[3,4-d]pyrimidin-4-amine C(=O)(OC(C)(C)C)N(C)C1CCN(CC1)CCN1N=C(C=2C1=NC=NC2N)I